N-(3-fluoro-4-methoxyphenyl)-2-((6-(trifluoromethyl)-1H-imidazo[4,5-c]pyridin-2-yl)thio)acetamide bis(phenolate) zirconium [Zr+2].C1(=CC=CC=C1)[O-].C1(=CC=CC=C1)[O-].FC=1C=C(C=CC1OC)NC(CSC=1NC2=C(C=NC(=C2)C(F)(F)F)N1)=O